C(C)(C)(C)OC(=O)NCCOC=1C=CC(=C(C1)SCC(=O)[O-])Cl.[Li+].C1(CC2C(CC1)O2)CCCCCCCC[Si](OC)(OC)OC 8-(3,4-epoxycyclohexyl)octyltrimethoxysilane lithium 2-[5-[2-(tert-butoxycarbonylamino)ethoxy]-2-chloro-phenyl]sulfanylacetate